C(C1=CC=CC=C1)NC(=O)OC1CCN(CC1)C=1SC(=CN1)C1=C(C=C(C=C1)NC(OC[C@H]1N(CCC1)C)=O)S(NC(C)(C)C)(=O)=O (S)-(1-methylpyrrolidin-2-yl)methyl (4-(2-(4-((benzylcarbamoyl)oxy)piperidin-1-yl)thiazol-5-yl)-3-(N-(tert-butyl)sulfamoyl)phenyl)carbamate